(4-([1,1'-Biphenyl]-2-yl(dibenzo[b,d]thiophen-4-yl)amino)phenyl)boronic acid C1(=C(C=CC=C1)N(C1=CC=C(C=C1)B(O)O)C1=CC=CC2=C1SC1=C2C=CC=C1)C1=CC=CC=C1